NC1=NC(=CC(=N1)OCC(CO)OCP(OCCSSCCCCCCCCCCCCCCCC)(O)=O)N 2-(hexadecyldisulfanyl)ethyl hydrogen (((1-((2,6-diaminopyrimidin-4-yl)oxy)-3-hydroxypropan-2-yl)oxy)methyl)phosphonate